2,4,4,6,6-pentakis(aziridin-1-yl)-N-methyl-1,3,5-triaza-2λ5,4λ5,6λ5-triphosphacyclohexa-1,3,5-trien-2-amine N1(CC1)P1(=NP(=NP(=N1)(N1CC1)N1CC1)(N1CC1)N1CC1)NC